BrC1=C(C=CC(=C1)Cl)C(=O)N1CC2=CC=CC=C2C[C@H]1CN1CCOCC1 (2-bromo-4-chloro-phenyl)[(3S)-3-[(morpholin-4-yl)methyl]-3,4-dihydroisoquinolin-2(1H)-yl]methanone